ClC1=CC=C(C=C1)C1=CC(=NC(=N1)C1=CC=CC=C1)C1=C(C2=CC=CC=C2C=C1)C1=CC=C(C=C1)C1=CC=C(C=C1)C#N 4'-(2-(6-(4-chlorophenyl)-2-phenylpyrimidin-4-yl)naphthalen-1-yl)-[1,1'-biphenyl]-4-carbonitrile